ClC=1C(=NC=CC1)C(C)(C)NC1=NC=C(C=N1)C1=NN=C(S1)C(=O)N 5-(2-{[1-(3-chloro(2-pyridyl))-isopropyl]amino}pyrimidin-5-yl)-1,3,4-thiadiazole-2-carboxamide